OCCCCCCOC1=CC=C(C=C1)C1=CC=C(C=C1)C=O 4'-(6-hydroxyhexyl)oxy-[1,1'-biphenyl]-4-carbaldehyde